N-(4-methoxy-2-morpholino-5-((6-((S)-3-phenylisoxazolidine-2-yl)pyrimidine-4-yl)amino)phenyl)acrylamide COC1=CC(=C(C=C1NC1=NC=NC(=C1)N1OCC[C@H]1C1=CC=CC=C1)NC(C=C)=O)N1CCOCC1